FC1=C(OC2=C3C(=NC=C2)NC=C3C=3C=CC(=C(C#N)C3)OC(C)C)C(=CC(=C1)NC=1OC[C@@](CN1)(C)CO)F |r| (+/-)-5-[4-(2,6-difluoro-4-{[5-(hydroxymethyl)-5-methyl-5,6-dihydro-4H-1,3-oxazin-2-yl]amino}phenoxy)-1H-pyrrolo[2,3-b]pyridin-3-yl]-2-(propan-2-yloxy)benzonitrile